8-((2-(2,4-dioxotetrahydropyrimidin-1(2H)-yl)-1,3-dioxoisoindolin-5-yl)methyl)-3,8-diazabicyclo[3.2.1]octane O=C1N(CCC(N1)=O)N1C(C2=CC=C(C=C2C1=O)CN1C2CNCC1CC2)=O